CN(CCN(C1=CC=CC=C1)C)CC=1OC(=CC1)[N+](=O)[O-] N1,N2-Dimethyl-N1-[(5-nitrofuran-2-yl)methyl]-N2-phenylethane-1,2-diamine